NC=1C2=C(N=CN1)C=NC(=C2)C=2C=C(C=CC2)C#C[C@]2(C(N(CC2)C)=O)O (R)-3-[2-[3-(4-Aminopyrido[3,4-d]pyrimidin-6-yl)phenyl]ethynyl]-3-hydroxy-1-methyl-pyrrolidin-2-one